C(C1=CC=CC=C1)C1CC(N(C2=CC(=CC=C12)C(F)(F)F)C)=O 4-benzyl-1-methyl-7-(trifluoromethyl)-3,4-dihydroquinolin-2(1H)-one